FC1=C(C(=CC=C1)F)CN1C(CCC1=O)CC(=O)O 2-[1-[(2,6-difluorophenyl)methyl]-5-oxopyrrolidin-2-yl]acetic acid